(E)-2-(5-((3-bromoallyl)oxy)-1,3,4-oxadiazol-2-yl)-N-(4-(trifluoromethyl)phenyl)aniline Br/C=C/COC1=NN=C(O1)C1=C(NC2=CC=C(C=C2)C(F)(F)F)C=CC=C1